tert-butyl (2''S)-2''-methyl-5'H-dispiro[cyclopropane-1,4'-thieno[2,3-c]pyran-7',4''-piperidine]-1''-carboxylate C[C@@H]1N(CCC2(C1)OCC1(C3=C2SC=C3)CC1)C(=O)OC(C)(C)C